6,8-difluoro-5-(5-((1-(trifluoromethyl)cyclopropyl)ethynyl)-3,4-dihydroquinolin-1(2H)-yl)-[1,2,4]triazolo[4,3-a]quinazoline FC1=C2C(=NC=3N(C2=CC(=C1)F)C=NN3)N3CCCC1=C(C=CC=C31)C#CC3(CC3)C(F)(F)F